2-benzyl-3-((3-methoxybenzyl)amino)-3-oxopropionamide C(C1=CC=CC=C1)C(C(=O)N)C(=O)NCC1=CC(=CC=C1)OC